2,6-di-tert-butyl-4-(4-chlorobenzylidene)cyclohexene Methyl-((2-(((1R*,2S*)-2-formylcyclobutyl)methoxy)-4-methylphenyl)sulfonyl)-L-prolinate C[C@@]1(N(CCC1)S(=O)(=O)C1=C(C=C(C=C1)C)OC[C@H]1[C@H](CC1)C=O)C(=O)O.C(C)(C)(C)C1=CC(CC(C1)=CC1=CC=C(C=C1)Cl)C(C)(C)C |o1:18,19|